I(=O)(=O)(=O)[O-].[Na+].ClC=1C=C(OCC(C(=O)O)(C)C)C=CC1C=1N(C2=NC=NC(=C2N1)OC1(CC1)C)CC1=CC(=CC=C1)Cl 3-(3-Chloro-4-(9-(3-chlorobenzyl)-6-(1-methylcyclopropoxy)-9H-purin-8-yl)phenoxy)-2,2-dimethylpropanoic acid Sodium metaperiodate